(s)-2-(o-cyanoanilino)-1,3,4-trifluoroanthraquinone C(#N)C1=C(NC2=C(C=3C(C4=CC=CC=C4C(C3C(=C2F)F)=O)=O)F)C=CC=C1